C1(=CC=CC=C1)C=1OC2=C(N1)C=CC(=C2)C2=CC=C(C=C2)C2=CC=C(C=C2)N 4'-(2-phenyl-benzoxazol-6-yl)-[1,1']biphenyl-4-yl-amine